CN1C[C@@H](CCC1)NC1=NN=C(C2=CC=CC=C12)C1=C(C=C(C=C1)C(F)(F)F)O (R)-2-(4-((1-methylpiperidin-3-yl)amino)phthalazin-1-yl)-5-(trifluoromethyl)phenol